Cl.N[C@H](C(=O)O)CC1=CC=C(C=C1)C1=CSC2=C1N=CN=C2OC(C(F)(F)F)C2=CC=C(C=C2)C2=CC(=CC=C2)F (2S)-2-amino-3-(4-(4-(2,2,2-trifluoro-1-(3'-fluoro-[1,1'-biphenyl]-4-yl)ethoxy)thieno[3,2-d]pyrimidine-7-yl)phenyl)propionic acid hydrochloride